3-(2-Methylphenyl)-2,3-dibromopropionic acid ethyl ester C(C)OC(C(C(Br)C1=C(C=CC=C1)C)Br)=O